ClC=1C(=NC(=NC1)N[C@@H]1C[C@H]2CO[C@@H]([C@H]1O)O2)C=2C=C1C=C(N=NC1=C(C2)F)C(C)(C)O (1S,3R,4S,5R)-3-((5-chloro-4-(8-fluoro-3-(2-hydroxypropan-2-yl)cinnolin-6-yl)pyrimidin-2-yl)amino)-6,8-dioxabicyclo[3.2.1]octan-4-ol